phosphacyclopentadiene P1=CC=CC1